C1(CC1)C1=C(C=NN1C=1C=2C3=C(C(N(C3=CC1)CC1=CC=C(C=C1)OC)=O)C=CC2)C(=O)[O-] 5-cyclopropyl-1-(1-(4-methoxybenzyl)-2-oxo-1,2-dihydrobenzo[cd]indol-6-yl)-1H-pyrazole-4-carboxylate